[9-[(1R,3R,4R,7S)-1-[[bis(4-methoxyphenyl)-phenylmethoxy] methyl]-7-hydroxy-N-methyl-2-oxa-5-azabicyclo[2.2.1]heptan-3-yl]-2-(2-methylpropanoylamino) purin-6-yl] N,N-diphenylcarbamate C1(=CC=CC=C1)N(C(OC1=C2N=CN(C2=NC(=N1)NC(C(C)C)=O)[C@@H]1O[C@]2(CN([C@@H]1[C@@H]2O)C)COC(C2=CC=CC=C2)(C2=CC=C(C=C2)OC)C2=CC=C(C=C2)OC)=O)C2=CC=CC=C2